2-(1-(cyclopropylmethyl)-6-(2-hydroxypropan-2-yl)-1H-pyrrolo[2,3-b]pyridin-2-yl)-7-methoxy-1-methyl-1H-benzo[d]imidazole-5-carboxylic acid C1(CC1)CN1C(=CC=2C1=NC(=CC2)C(C)(C)O)C2=NC1=C(N2C)C(=CC(=C1)C(=O)O)OC